C(C)(C)(C)OC(=O)N1CC2C(N3CC(OC=4N=C5C(=C(C(=CC5=C(C34)N2CC1)Cl)Br)F)COCC1=CC=C(C=C1)OC)=O 11-bromo-12-chloro-10-fluoro-7-(((4-methoxybenzyl)oxy)methyl)-5-oxo-1,2,4a,5,6,7-hexahydro-8-oxa-3,5a,9,13c-tetraazanaphtho[3,2,1-de]anthracene-3(4H)-carboxylic acid tert-butyl ester